(S)-3-((2-chloro-5-((1-methyl-1H-1,2,4-triazol-3-yl)ethynyl)pyridin-4-yl)amino)butan-1-ol ClC1=NC=C(C(=C1)N[C@H](CCO)C)C#CC1=NN(C=N1)C